FC1=CC2=C(NC(=N2)C2=CC(=NN2CC2=CC=C(C=C2)OC)NC(=O)C=2C=NC(=CC2)N2CCC(CC2)CO)C=C1 N-[5-(5-fluoro-1H-benzimidazol-2-yl)-1-[(4-methoxyphenyl)methyl]-pyrazol-3-yl]-6-[4-(hydroxymethyl)-1-piperidyl]pyridine-3-carboxamide